BrC=1C=C(C=CC1)C1=NOC(=C1)[C@]1(C(N([C@@H](C1)C(F)(F)F)C)=O)O (3r,5s)-3-(3-(3-bromophenyl)isoxazol-5-yl)-3-hydroxy-1-methyl-5-(trifluoromethyl)pyrrolidin-2-one